Natrium hydrat O.[Na]